CC1N(CCCC1)S(=O)(=O)C1=CC=C(CNC(=O)N2C=CC3=CC=CC=C23)C=C1 N-(4-((2-Methylpiperidin-1-yl)sulfonyl)benzyl)-1H-indole-1-carboxamide